C1(CC1)N(C1=CC=C(N=N1)C1=C(C=C(C(=C1)F)C1=CC(=NC=C1)OC)O)C1C([C@@H]2CC[C@H](C1)N2)F 2-(6-(cyclopropyl((1S,5R)-2-fluoro-8-azabicyclo[3.2.1]octan-3-yl)amino)pyridazin-3-yl)-4-fluoro-5-(2-methoxypyridin-4-yl)phenol